N1-[(2-benzhydryl-benzimidazol-5-yl)methyl]-piperazine C(C1=CC=CC=C1)(C1=CC=CC=C1)C=1NC2=C(N1)C=CC(=C2)CN2CCNCC2